(2-(3-(pyridin-4-yl)propoxy)ethyl)isoindoline-1,3-dione N1=CC=C(C=C1)CCCOCCN1C(C2=CC=CC=C2C1=O)=O